ONC(\C=C\C1=C(C=CC=C1)N1CCN(CC1)S(=O)(=O)C1=C2C=CN=CC2=CC=C1)=O (E)-N-hydroxy-3-(2-(4-(isoquinolin-5-ylsulfonyl)piperazin-1-yl)phenyl)acrylamide